C(#N)C=1C=C2C(=NC1)C=NN2C[C@@H]2CC[C@H](CC2)C(=O)O trans-4-[(6-cyanopyrazolo[4,3-b]pyridin-1-yl)methyl]cyclohexanecarboxylic acid